C(C)OC1=C(C=C(C=C1C)C=1C=C2CC(C(C2=CC1OC)NC(O[C@@H]1CN2CCC1CC2)=O)(C)C)C (S)-quinuclidin-3-yl (5-(4-ethoxy-3,5-dimethylphenyl)-6-methoxy-2,2-dimethyl-2,3-dihydro-1H-inden-1-yl)carbamate